3-(((6-chlorobenzo[d]oxazol-2-yl)thio)methyl)benzonitrile ClC1=CC2=C(N=C(O2)SCC=2C=C(C#N)C=CC2)C=C1